2'-Chloro-5'-methoxy-6-methyl-N-(5-picolinyl-5,6-dihydro-4H-pyrrolo[3,4-d]thiazol-2-yl)-[4,4'-bipyridine]-3-carboxamide ClC1=NC=C(C(=C1)C1=C(C=NC(=C1)C)C(=O)NC=1SC2=C(N1)C(NC2)CC=2C=CC=NC2)OC